1-(3-(((4,4-bis(((Z)-oct-5-en-1-yl)oxy)butanoyl)oxy)methyl)-5-(((((1-ethylpiperidin-3-yl)methoxy)carbonyl)oxy)methyl)benzyl) 7-(4-pentylcyclohexyl) heptanedioate C(CCCCCC(=O)OC1CCC(CC1)CCCCC)(=O)OCC1=CC(=CC(=C1)COC(=O)OCC1CN(CCC1)CC)COC(CCC(OCCCC\C=C/CC)OCCCC\C=C/CC)=O